N-[[1-[[methyl(propyl)amino]methyl]cyclopentyl]methyl]-4,5,6,7,8,9-hexahydrocycloocta[b]thiophene-2-carboxamide CN(CCC)CC1(CCCC1)CNC(=O)C1=CC2=C(S1)CCCCCC2